2-(5-trimethylsilyl-pent-4-ynylamino)-1,3-thiazole-4-carboxylic acid methyl ester COC(=O)C=1N=C(SC1)NCCCC#C[Si](C)(C)C